methyl (7-hydroxy-1-(4-(hydroxy methyl)-2-methoxybenzyl)-3-methyl-1H-pyrazolo[4,3-d]pyrimidin-5-yl)carbamate OC=1C2=C(N=C(N1)NC(OC)=O)C(=NN2CC2=C(C=C(C=C2)CO)OC)C